ClC1=CC=C(C(=N1)C(=O)O)N[C@H](C)C1=C2N=C(C(=NC2=CC(=C1)C)C(F)(F)F)N1CCC(CC1)(F)F (R)-6-chloro-3-((1-(3-(4,4-difluoropiperidin-1-yl)-7-methyl-2-(trifluoromethyl)quinoxalin-5-yl)ethyl)amino)picolinic acid